CN(C(=O)C1CCN(CC1)CC=1C=C2C(NC(=NC2=C(C1)C)C1=CC2=C(C=N1)C=CS2)=O)C N,N-dimethyl-1-((8-methyl-4-oxo-2-(thieno[3,2-c]pyridin-6-yl)-3,4-dihydroquinazolin-6-yl)methyl)piperidine-4-carboxamide